1-(4-(6-chloro-2-(2,2-difluoro-2-(pyridin-2-yl)ethoxy)-8-fluoro-7-(5-methyl-1H-indazol-4-yl)quinazolin-4-yl)piperazin-1-yl)prop-2-en-1-one ClC=1C=C2C(=NC(=NC2=C(C1C1=C2C=NNC2=CC=C1C)F)OCC(C1=NC=CC=C1)(F)F)N1CCN(CC1)C(C=C)=O